FC=1C(=CC(=NC1)OC)C1=CC(=NN1C1OCCCC1)C(=O)N1CCC(CC1)C(=O)O 1-[5-(5-fluoro-2-methoxypyridin-4-yl)-1-(oxan-2-yl)pyrazole-3-carbonyl]piperidine-4-carboxylic acid